C1(CC1)C=1C=C(C#N)C=CC1OC1=NC=C(C=C1)N1C(NC(C1=O)(C)C)=O 3-cyclopropyl-4-{[5-(4,4-dimethyl-2,5-dioxo-1-imidazolidinyl)-2-pyridinyl]oxy}benzonitrile